8-oxa-3-azabicyclo[3.2.1]octane, Hydrochloride Cl.C12CNCC(CC1)O2